Cl.COC[C@@H]1C[C@H](NC1)C(=O)OCC1=CC=CC=C1 |o1:4| benzyl (2S,4R*)-4-(methoxymethyl)pyrrolidine-2-carboxylate hydrochloride